ClC1=C(C(=O)NC2=C3C=NN(C3=CC=C2)C2=C(C=C(C=C2)OC(F)(F)F)C)C=C(C=C1)CNC(C(C)(C)C)=O 2-Chloro-5-{[(2,2-dimethylpropanoyl)amino]methyl}-N-{1-[2-methyl-4-(trifluoromethoxy)phenyl]-1H-indazol-4-yl}benzamide